C1(CC1)C#CC1=NN=C(S1)NC(=O)C=1C=NC(=CC1C1=CC(=NC=C1OC)C(F)F)N1C(COCC1)=O N-(5-(cyclopropylethynyl)-1,3,4-thiadiazol-2-yl)-2'-(difluoromethyl)-5'-methoxy-6-(3-oxomorpholino)-[4,4'-bipyridine]-3-carboxamide